(2S,4R)-1-[(2S)-2-(4-cyclopropyltriazol-1-yl)-3,3-dimethyl-butanoyl]-4-hydroxy-N-[2-(5-methyl-2-phenyl-oxazol-4-yl)ethyl]pyrrolidine-2-carboxamide C1(CC1)C=1N=NN(C1)[C@H](C(=O)N1[C@@H](C[C@H](C1)O)C(=O)NCCC=1N=C(OC1C)C1=CC=CC=C1)C(C)(C)C